NC1=CC(=C2C(=C(N(C2=C1)C1=CC(=C(C=C1)F)F)C1CCOCC1)C1=CC=C(C(=O)OC)C=C1)OCOC methyl 4-[6-amino-1-(3,4-difluorophenyl)-4-(methoxymethoxy)-2-tetrahydropyran-4-yl-indol-3-yl]benzoate